CN[C@H]1C[C@H](N(CC1)C(=O)N1CC2(CCCC2)[C@@H](CC1)CN1C(C=C(C=C1)C1=C(C=CC=C1)C)=O)C1=CC=CC=C1 1-(((R)-7-((2S,4R)-4-(Methylamino)-2-phenylpiperidine-1-carbonyl)-7-azaspiro[4.5]decan-10-yl)methyl)-4-(o-tolyl)pyridin-2(1H)-one